C(#N)C(CNC1=C(C=CC2=CC=C(C=C12)C=1C=NC=CC1)C(=O)OC)=C methyl 1-[(2-cyano-2-methylideneethyl)amino]-7-(pyridin-3-yl)naphthalene-2-carboxylate